(2S)-3-{5-[(3-{(2S)-2-Carboxy-2-[(3R)-pyrrolidin-3-yl]ethyl}phenyl)carbamoyl]pyrazin-2-yl}-2-[(3R)-pyrrolidin-3-yl]propanoic acid dihydrochloride Cl.Cl.C(=O)(O)[C@@H](CC=1C=C(C=CC1)NC(=O)C=1N=CC(=NC1)C[C@H](C(=O)O)[C@@H]1CNCC1)[C@@H]1CNCC1